O=C1N(C(C2=C(C=CC=C12)OCCCCCCN1CCN(CC1)C1=CC=C(C=C1)NC1=NN2C(C=N1)=CC=C2C=2C=C(C=CC2)NS(=O)(=O)C)=O)C2C(NCCC2)=O N-(3-(2-((4-(4-(6-((1,3-dioxo-2-(2-oxopiperidin-3-yl)isoindoline-4-yl)oxy)hexyl)piperazin-1-yl)phenyl)amino)pyrrolo[2,1-f][1,2,4]triazin-7-yl)phenyl)methanesulfonamide